N,N-bis(2-hydroxyethyl)sulfamic acid OCCN(S(O)(=O)=O)CCO